alpha-methyl-ortho-ethylstyrene CC(=C)C1=C(C=CC=C1)CC